(S)-2-((4-(2-(5-Chloropyridin-2-yl)-2-methylbenzo[d][1,3]dioxol-4-yl)piperidin-1-yl)methyl)-4-hydroxy-1-(thiazol-5-ylmethyl)-1H-benzo[d]imidazole-6-carboxylic acid ClC=1C=CC(=NC1)[C@@]1(OC2=C(O1)C=CC=C2C2CCN(CC2)CC2=NC1=C(N2CC2=CN=CS2)C=C(C=C1O)C(=O)O)C